N(C1=CC=CC=C1)S(=O)(=O)[O-].[Ta+5].N(C1=CC=CC=C1)S(=O)(=O)[O-].N(C1=CC=CC=C1)S(=O)(=O)[O-].N(C1=CC=CC=C1)S(=O)(=O)[O-].N(C1=CC=CC=C1)S(=O)(=O)[O-] tantalum anilinesulfonate